2-(2-oxo-2-(4-(4-(quinoxalin-2-yl)-1H-pyrazol-1-yl)piperidin-1-yl)ethoxy)acetyl chloride O=C(COCC(=O)Cl)N1CCC(CC1)N1N=CC(=C1)C1=NC2=CC=CC=C2N=C1